C(C)(C)(C)OC(=O)N[C@@H]1CNCCC1 (S)-3-t-butoxycarbonylaminopiperidine